C1(=CC=C(C=C1)CC[C@@]1(C(CCCC1)N)N)C (S)-1-(p-tolylethyl)cyclohexane-1,2-diamine